3-(5-(2-(1H-Imidazol-1-yl)acetyl)-2-isopropoxyphenyl)-2-(piperidin-4-ylmethyl)quinazolin-4(3H)-one N1(C=NC=C1)CC(=O)C=1C=CC(=C(C1)N1C(=NC2=CC=CC=C2C1=O)CC1CCNCC1)OC(C)C